FC1(CC2=C(C=CC(=C2C1)C1CCCC2=CC(=CC=C12)F)S(=O)(=O)C)F 1-[2,2-difluoro-7-(methylsulfonyl)-4-indanyl]-6-fluoro-1,2,3,4-tetrahydronaphthalene